NC=1N=C2CC(CN(C2=CC1)C1=CC=C(C=C1)C(F)(F)F)NC(C=C)=O N-(6-amino-1-(4-(trifluoromethyl)phenyl)-1,2,3,4-tetrahydro-1,5-naphthyridin-3-yl)acrylamide